C(#N)C1(CN(C1)C(=O)OC(C)(C)C)CC(CI)C tert-butyl 3-cyano-3-(3-iodo-2-methyl-propyl)azetidine-1-carboxylate